3-Methoxy-N-(8-quinolinyl)benzamide COC=1C=C(C(=O)NC=2C=CC=C3C=CC=NC23)C=CC1